ethyl 1-(2-ethoxy-2-oxoethyl)-2-formyl-1H-pyrrole-3-carboxylate C(C)OC(CN1C(=C(C=C1)C(=O)OCC)C=O)=O